CC1(CCCC1)C(C1=NC=CC=C1C)NC1COO1 2-(((1-methylcyclopentyl)(3-methylpyridin-2-yl)methyl)amino)-3,4-dioxetane